C(C=CC)(=O)OC 1-methyl butenoate